CN(C(C#CC1=C(C=C2C(=NC=NC2=C1)O)[N+](=O)[O-])(C)C)C 7-(3-(dimethylamino)-3-methylbut-1-yn-1-yl)-6-nitroquinazolin-4-ol